(2R)-2-[(E)-(3,5-dibromophenyl)methyleneamino]-3,3-dimethyl-butan-1-ol BrC=1C=C(C=C(C1)Br)\C=N\[C@@H](CO)C(C)(C)C